1-butylpyridine hydrobromide salt Br.C(CCC)N1CC=CC=C1